NC=1CN(C(=C(N1)C1=CC=CC=C1)C=1C=C2C=CC=NC2=C(C1)Cl)CC1CC(C1)O 3-amino-6-(8-chloroquinolin-6-yl)-N-((3-hydroxycyclobutyl)methyl)-5-phenylpyrazine